OC[C@H](C1=CC=CC=C1)NC1=NC(=NC=C1C=1OC=NN1)NC1=CC=C2C(=N1)CC(OC2=O)(C)C (S)-2-((4-((2-hydroxy-1-phenylethyl)amino)-5-(1,3,4-oxadiazol-2-yl)pyrimidin-2-yl)amino)-7,7-dimethyl-7,8-dihydro-5H-pyrano[4,3-b]pyridin-5-one